2-hydroxyethyl (S)-1-((4'-(1,1,1,3,3,3-hexafluoro-2-hydroxypropan-2-yl)-[1,1'-biphenyl]-4-yl)methyl)-4-(pyridin-4-ylmethyl)piperazine-2-carboxylate FC(C(C(F)(F)F)(O)C1=CC=C(C=C1)C1=CC=C(C=C1)CN1[C@@H](CN(CC1)CC1=CC=NC=C1)C(=O)OCCO)(F)F